arachidyl isobutyrate C(C(C)C)(=O)OCCCCCCCCCCCCCCCCCCCC